[Si](C)(C)(C(C)(C)C)OCC#CC1CN=C2N1C1=C(C=C(C=C1C(N2CC=2C=NN(C2)C)=O)S(=O)(=O)NC2(CC2)C)Cl 1-{3-[(tert-butyldimethylsilyl)oxy]prop-1-yn-1-yl}-9-chloro-N-(1-methylcyclopropyl)-4-[(1-methylpyrazol-4-yl)methyl]-5-oxo-1H,2H-imidazo[1,2-a]quinazoline-7-sulfonamide